CN(C(OC1=CC2=CC=C(C(=C2C(=C1)C1=C(C=2N=C(N=C(C2C=N1)N1CC(CCCC1)NC(C=C)=O)OC[C@]1(N(C[C@@H](C1)F)C)C)F)C#C)F)=O)C 4-(4-(3-acrylamidoazepan-1-yl)-8-fluoro-2-(((2S,4R)-4-fluoro-1,2-dimethylpyrrolidin-2-yl)methoxy)pyrido[4,3-d]pyrimidin-7-yl)-5-ethynyl-6-fluoronaphthalen-2-yl dimethylcarbamate